C(C)(C)(C)C=1C=C(N(N1)C=1C=NC(=CC1)C)NC(=O)NC1=C(C=C(C=C1)OC1=CC=NC2=C1OCC(N2)=O)C(F)(F)F 1-[5-tert-butyl-2-(6-methyl-3-pyridyl)pyrazol-3-yl]-3-[4-[(3-oxo-4H-pyrido[3,2-b][1,4]oxazin-8-yl)oxy]-2-(trifluoromethyl)phenyl]urea